OC1CCN(CC1)C=1C=CC(=NC1)NC1=NC=C(C2=C1C(NC2)=O)C2=C1C(=NC=C2)N(C=C1)C 4-((5-(4-hydroxypiperidin-1-yl)pyridin-2-yl)amino)-7-(1-methyl-1H-pyrrolo[2,3-b]pyridin-4-yl)-1,2-dihydro-3H-pyrrolo[3,4-c]pyridin-3-one